7-Bromo-3-(5-carbamoyl-4-methoxy-1H-benzo[d]imidazol-2-yl)-4-methoxythieno[3,2-c]pyridine-2-carboxylic acid BrC=1C2=C(C(=NC1)OC)C(=C(S2)C(=O)O)C2=NC1=C(N2)C=CC(=C1OC)C(N)=O